methyl 4-amino-1-(4-((5-fluoro-2-methoxybenzamido)methyl)phenyl)-3-(tetrahydro-2H-pyran-4-yl)-1H-pyrazole-5-carboxylate NC=1C(=NN(C1C(=O)OC)C1=CC=C(C=C1)CNC(C1=C(C=CC(=C1)F)OC)=O)C1CCOCC1